CN(C(C(=O)N(C)C)=O)C oxalic acid bis(dimethylamide)